N-((E)-3-(3-methoxyphenyl)acryloyl)-2-((Z)-2-oxindole-3-ylidene)hydrazine COC=1C=C(C=CC1)/C=C/C(=O)N\N=C\1/C(NC2=CC=CC=C12)=O